The molecule is dianion of N-acetylphosphinothricin obtained by deprotonation of carboxylic acid and phosphinate functions. It is a conjugate base of a N-acetylphosphinothricin. CC(=O)NC(CCP(=O)(C)[O-])C(=O)[O-]